Tert-butyl (S)-3-(4-carbamoyl-3-((6-chloro-1-cyclopropyl-7-fluoro-1H-benzo[d]imidazol-5-yl)ethynyl)-5-((4-methoxybenzyl)amino)-1H-pyrazol-1-yl)pyrrolidine-1-carboxylate C(N)(=O)C=1C(=NN(C1NCC1=CC=C(C=C1)OC)[C@@H]1CN(CC1)C(=O)OC(C)(C)C)C#CC1=CC2=C(N(C=N2)C2CC2)C(=C1Cl)F